N1=C(C(=CC=C1)C(=O)N1CCC(CC1)(C#N)CC1=C(C=C(C=C1)F)F)C1=CC=NC=C1 1-([2,4'-bipyridine]-3-carbonyl)-4-(2,4-difluorobenzyl)piperidine-4-carbonitrile